ClC1=NC=C(C(=C1)C1=C(C=NC(=C1)C)C(=O)NC=1SC(=NN1)C1CCC(CC1)O)OC racemic-2'-chloro-N-(5-(4-hydroxycyclohexyl)-1,3,4-thiadiazol-2-yl)-5'-methoxy-6-methyl-(4,4'-bipyridine)-3-carboxamide